S([O-])[O-].C=O.[Zn+2] zinc formaldehyde sulphoxylate